FC1CC(C1)COC(=O)NCC1=C(N=NN1C)C1=CC=C(C=N1)O[C@@H]1C[C@H](CCC1)C(=O)O (1S,3S)-3-((6-(5-(((((3-fluorocyclobutyl)methoxy)carbonyl)amino)methyl)-1-methyl-1H-1,2,3-triazol-4-yl)pyridin-3-yl)oxy)cyclohexane-1-carboxylic acid